NC=1N=NC(=C2C1N=C(N2CCCCCCC2CC(CCO2)NC(C)=O)CCCC)OC(C)C 6-(7-amino-2-butyl-4-isopropoxy-imidazo[4,5-d]pyridazin-3-ylhexyl)-N-tetrahydropyran-4-yl-acetamide